C12CNCC(CC(C1)=O)N2 3,9-diazabicyclo[3.3.1]nonan-7-one